C(N)(=O)C=1C(=NC(=CN1)N1C[C@@H](CCC1)N1C(N(CC1)C)=O)NC1=CC=C(C=C1)N1CCC2(CCCN(C2)C(=O)OC(C)(C)C)CC1 tert-butyl (R)-9-(4-((3-carbamoyl-6-(3-(3-methyl-2-oxoimidazolidin-1-yl)piperidin-1-yl)pyrazin-2-yl)amino)phenyl)-2,9-diazaspiro[5.5]undecane-2-carboxylate